C1(=CC=C(C=C1)OC1=C(C(=O)OC)C=CC(=C1)C(=O)OC)C Dimethyl 2-(p-tolyloxy)terephthalate